N-(2-chloro-3-(3'-chloro-6-methoxy-5-((((5-oxopyrrolidin-2-yl)methyl)amino)methyl)-[2,4'-bipyridin]-2'-yl)phenyl)-4-methoxy-5-((((5-oxopyrrolidin-2-yl)methyl)amino)methyl)picolinamide ClC1=C(C=CC=C1C1=NC=CC(=C1Cl)C1=NC(=C(C=C1)CNCC1NC(CC1)=O)OC)NC(C1=NC=C(C(=C1)OC)CNCC1NC(CC1)=O)=O